(2R,5R)-2-(2-(4-bromophenyl)-4-(4-fluorophenyl)oxazol-5-yl)-5-methyl-3-(2-(2-oxo-2,3-dihydro-1H-benzo[d]imidazol-5-yl)ethyl)oxazolid BrC1=CC=C(C=C1)C=1OC(=C(N1)C1=CC=C(C=C1)F)[C-]1OC(=CN1CCC1=CC2=C(NC(N2)=O)C=C1)C